C1(CC1)S(=O)(=O)NC1=CC(=NC=C1)[C@@H](NC(=O)C=1SC(=CN1)C1=NC(=CN=C1)OCC)C1CC(C1)N(C)C N-((S)-(4-(cyclopropanesulfonamido)pyridin-2-yl)((1s,3R)-3-(dimethylamino)cyclobutyl)methyl)-5-(6-ethoxypyrazin-2-yl)thiazole-2-carboxamide